(R)-N-(1-(3-bromo-2-(difluoromethoxy)pyridin-4-yl)pent-4-en-1-yl)-4-methoxyaniline BrC=1C(=NC=CC1[C@@H](CCC=C)NC1=CC=C(C=C1)OC)OC(F)F